6-(furan-2-yl)pyrimidin-2-amine O1C(=CC=C1)C1=CC=NC(=N1)N